FC1=CC=C(CC=2NC(=CN2)C(=O)O)C=C1 2-(4-fluorobenzyl)-1H-imidazole-5-carboxylic acid